COC(=O)C=1N=NC(=CC1N)C1=C(C=CC=C1F)F 4-amino-6-(2,6-difluorophenyl)pyridazine-3-carboxylic acid Methyl ester